C(C1=CC=CC=C1)[C@](N)(CCC(=O)[O-])C(=O)[O-] α-benzyl-L-glutamate